C(C)N(C(C(C1=CC=CC=C1)O)=O)CC N,N-diethyl-2-hydroxyl-2-phenylacetamide